FC(C(=O)O)(F)F.N[C@@H]1C[C@H](CCC1)CNC1=NN(C(=C1)C1=CC(=C(C#N)C=C1)F)C1=CC=C(C=C1)N1CCOCC1 4-(3-((((1S,3S)-3-aminocyclohexyl)-methyl)amino)-1-(4-morpholinophenyl)-1H-pyrazol-5-yl)-2-fluorobenzonitrile 2,2,2-trifluoroacetate